OC1=CC=C(C(=O)O)C=C1 p-hydroxy-benzoic acid